2-FLUORO-3-(CHLOROMETHYL)BENZALDEHYDE FC1=C(C=O)C=CC=C1CCl